6-chloro-2,2-dimethyl-5-nitro-2,3-dihydrobenzofuran ClC1=CC2=C(CC(O2)(C)C)C=C1[N+](=O)[O-]